methyl (S)-4-(2-(2-decanamido-3-(hexylamino)-3-oxopropyl)oxazol-5-yl)benzoate C(CCCCCCCCC)(=O)N[C@@H](CC=1OC(=CN1)C1=CC=C(C(=O)OC)C=C1)C(=O)NCCCCCC